3-(5-((1S,4S)-5-((4'-chloro-[1,1'-biphenyl]-2-yl)methyl)-2,5-diazabicyclo[2.2.1]Heptane-2-carbonyl)-1-oxoisoindolin-2-yl)piperidine-2,6-dione ClC1=CC=C(C=C1)C1=C(C=CC=C1)CN1[C@@H]2CN([C@H](C1)C2)C(=O)C=2C=C1CN(C(C1=CC2)=O)C2C(NC(CC2)=O)=O